trans-4-(3-((Cyclopropylmethyl)amino)-8-((4-methylpiperazin-1-yl)methyl)-6-oxopyrimido[4,5-c]isoquinolin-5(6H)-yl)cyclohexane-1-carboxamide C1(CC1)CNC=1N=CC2=C(N(C(C=3C=C(C=CC23)CN2CCN(CC2)C)=O)[C@@H]2CC[C@H](CC2)C(=O)N)N1